ClC1=CC=C2[C@H](CO[C@]3(C[C@@H](N[C@@H](C3)C=3N=NN(C3)C)C)C2=C1)O (1S,2'S,4R,6'S)-7-chloro-2'-methyl-6'-(1-methyl-1H-1,2,3-triazol-4-yl)spiro[isochroman-1,4'-piperidin]-4-ol